1-methyl-6-[4-[2-[(3S)-tetrahydrofuran-3-yl]oxyethoxy]phenoxy]indazole-5-carboxamide CN1N=CC2=CC(=C(C=C12)OC1=CC=C(C=C1)OCCO[C@@H]1COCC1)C(=O)N